2-cyclopropyl-N-(5-((4-(trifluoromethyl)benzyl)oxy)-1H-indol-3-yl)acetamide C1(CC1)CC(=O)NC1=CNC2=CC=C(C=C12)OCC1=CC=C(C=C1)C(F)(F)F